(-)-(3,4-Dimethoxyphenyl)-[5-Ethyl-2-(2-pyridinyl)-7,8-dihydro-5H-pyrido[4,3-d]pyrimidin-6-yl]methanone COC=1C=C(C=CC1OC)C(=O)N1C(C2=C(N=C(N=C2)C2=NC=CC=C2)CC1)CC